(5-phenyl-1,3,4-thiadiazol-2-yl)methanol C1(=CC=CC=C1)C1=NN=C(S1)CO